6-chloro-1-(o-tolyl)-1-oxo-isothiazolo[4,5-b]pyridin-3-one ClC=1C=C2C(=NC1)C(NS2(=O)C2=C(C=CC=C2)C)=O